CC1=C(CCNC(=O)C=2C(=NN(C2OC2=CC(=CC=C2)C(F)(F)F)C)C(=O)OC)C=CC(=C1)C methyl 4-[(2,4-dimethylphenethyl)carbamoyl]-1-methyl-5-[3-(trifluoromethyl)phenoxy]-1H-pyrazole-3-carboxylate